2-(1-((6-(5-(((1-(3,3-difluorocyclobutyl)ethoxy)carbonyl)amino)-1-methyl-1H-1,2,3-triazol-4-yl)-2-methylpyridin-3-yl)ethynyl)cyclopropyl)acetic acid FC1(CC(C1)C(C)OC(=O)NC1=C(N=NN1C)C1=CC=C(C(=N1)C)C#CC1(CC1)CC(=O)O)F